N-(4,6-dimethylbenzo[d]thiazol-2-yl)-1-((1-methyl-1H-imidazol-4-yl)sulfonyl)piperidine-4-carboxamide CC1=CC(=CC2=C1N=C(S2)NC(=O)C2CCN(CC2)S(=O)(=O)C=2N=CN(C2)C)C